C(=O)C1=C(C=C(C=C1)Br)NS(=O)(=O)C N-(2-formyl-5-bromophenyl)methanesulfonamide